2-{2-[(1H-1,3-Benzodiazol-2-ylmethyl)amino]ethyl}-N-[(3-methoxypyridin-2-yl)methyl]-1,3-thiazole-4-carboxamide N1C(=NC2=C1C=CC=C2)CNCCC=2SC=C(N2)C(=O)NCC2=NC=CC=C2OC